(Z)-N'-hydroxy-3-methoxybenzamidine O\N=C(\C1=CC(=CC=C1)OC)/N